(2-(3,7-dibromo-10H-phenothiazin-10-yl)ethyl)phosphonic acid BrC=1C=CC=2N(C3=CC=C(C=C3SC2C1)Br)CCP(O)(O)=O